2-methoxy-1-((2-phenylprop-1-en-1-yl)oxy)-4-propylbenzene COC1=C(C=CC(=C1)CCC)OC=C(C)C1=CC=CC=C1